C1(CC1)[C@H](C1=CC=2N(N=C1)C=C(N2)[C@@H](NC(=O)C2=NON=C2C)C2CCC(CC2)(F)F)N2CC1(CC1)NC2=O N-[(S)-[7-[(R)-Cyclopropyl-(6-oxo-5,7-diazaspiro[2.4]heptan-5-yl)methyl]imidazo[1,2-b]pyridazin-2-yl]-(4,4-difluorocyclohexyl)methyl]-4-methyl-1,2,5-oxadiazole-3-carboxamide